2-amino-3-(6-aminopyridin-2-yl)propanoic acid NC(C(=O)O)CC1=NC(=CC=C1)N